Cl.COC(CC1=C(C=CC=C1)Cl)=O (2-chlorophenyl)acetic acid methyl ester hydrochloride